CN(C(CCCCCCCCC(C(C(=O)OC)CCCCCCCC(=O)N(C)C)=O)=O)C methyl 12-(dimethylamino)-2-(8-(dimethylamino)-8-oxo-octyl)-3,12-dioxododecanoate